7-methoxy-[1,2,4]triazolo[1,5-c]quinazolin COC1=CC=CC=2C=3N(C=NC12)N=CN3